N-ethyl-N-(2-hydroxy-3-sulfopropyl)M-toluidine sodium salt [Na+].C(C)N(C1=CC(=CC=C1)C)CC(CS(=O)(=O)[O-])O